(S)-4-amino-7-fluoro-N,3-dimethyl-N-(6-(trifluoromethyl)-2,3-dihydrobenzofuran-3-yl)imidazo[1,5-a]quinoxaline-8-carboxamide NC=1C=2N(C3=CC(=C(C=C3N1)F)C(=O)N([C@@H]1COC3=C1C=CC(=C3)C(F)(F)F)C)C=NC2C